C(C)(C)(C)[C@H]1N(CCC(C1)C=1C=C(C=2N(C1)N=CC2C#N)C=2C=NC(=CC2)N(C)C(C)C=2C=NC(=CC2)N2N=CC(=C2)F)C(=O)O Tert-butyl-(S)-4-(3-cyano-4-(6-((1-(6-(4-fluoro-1H-pyrazol-1-yl)pyridin-3-yl)ethyl)(methyl)amino)pyridin-3-yl)pyrazolo[1,5-a]pyridin-6-yl)piperidine-1-carboxylic acid